FC1(COC1)C1=CC=C(C=C1)I 3-fluoro-3-(4-iodophenyl)oxetane